(R)-2-((5-fluoro-2-hydroxyphenyl)(1H-indol-2-yl)methyl)-6-(1,2,3,6-tetrahydropyridin-4-yl)isoindolin-1-one FC=1C=CC(=C(C1)[C@@H](N1C(C2=CC(=CC=C2C1)C=1CCNCC1)=O)C=1NC2=CC=CC=C2C1)O